OC(=O)C(F)(F)F.CC(C(=O)N1CCNCC1)CC 2-methyl-1-(piperazin-1-yl)butan-1-one TFA salt